C[C@H]1CN(C[C@H](N1)C)C1=CN=C(N=N1)C1=NC=C(C=C1O)C1=CC2=CN(N=C2C(=C1)F)C 2-{6-[(3S,5R)-3,5-dimethylpiperazin-1-yl]-1,2,4-triazin-3-yl}-5-(7-fluoro-2-methyl-2H-indazol-5-yl)pyridin-3-ol